C1(CCCC1)N1C(C=CC(=C1)C1=NC(=NC=C1)NC1=NC=C(C=C1)N1CCN(CC1)C)=O 1-cyclopentyl-5-(2-(5-(4-methylpiperazin-1-yl)pyridin-2-yl)aminopyrimidin-4-yl)-pyridin-2(1H)-one